C(C1=CC=CC=C1)NC(C)C=1OC2=C(C1)C=CC=C2OCC N-benzyl-1-(7-ethoxybenzofuran-2-yl)ethylamine